COC1=C(C=C(C=C1)OC1CCC(CC1)C(F)(F)F)[N+](=O)[O-] 1-Methoxy-2-nitro-4-((4-(trifluoromethyl)cyclohexyl)oxy)-benzene